(3S,11S)-dihydroxy-hexadecanoic acid OC(C(=O)O)(CCCCCCCCCCCCCC)O